[Na].[Na].O1OCC1 1,2-dioxetane disodium salt